Hydroxy-3-(trifluoromethyl)indole-2,2-d-1-carboxamide OC1=C2C(C(N(C2=CC=C1)C(=O)N)([2H])[2H])C(F)(F)F